4-(7-(8-chloro-7-fluoro-3-hydroxynaphthalen-1-yl)-8-fluoro-2-(((2r,7as)-2-fluorohexahydro-1H-pyrrolizin-7a-yl)methoxy)pyrido[4,3-d]pyrimidin-4-yl)-6-methyl-1,4-oxaazepan-6-ol ClC=1C(=CC=C2C=C(C=C(C12)C1=C(C=2N=C(N=C(C2C=N1)N1CCOCC(C1)(O)C)OC[C@]12CCCN2C[C@@H](C1)F)F)O)F